Thieno[2,3-d]pyridazin-7(6H)-one S1C=CC2=C1C(NN=C2)=O